FC1(CCN(CC1)C1=C(C(=O)O)C=CC=C1)F 2-(4,4-difluoropiperidin-1-yl)benzoic acid